C(CCCCCCCCCCC)OS(=O)(=O)[O-].[NH4+].C(C)O.C(C)O.C(C)O triethanol ammonium lauryl-sulfate